C[C@@H]1CN(CCN1S(=O)(=O)C)C1=CC(=NC=C1)NC=1SC2=NC(=CC=C2N1)C1=CC=NC=C1 (R)-N-(4-(3-methyl-4-(methylsulfonyl)piperazin-1-yl)pyridin-2-yl)-5-(pyridin-4-yl)thiazolo[5,4-b]pyridin-2-amine